1-[(2,4-dichloro-5-pyrimidinyl)methyl]-4-methyl-2-pyrrolidinone ClC1=NC=C(C(=N1)Cl)CN1C(CC(C1)C)=O